FC=1C(=NC=C(C1)F)C(=O)O.[I].[Se] selenium iodine 3,5-Difluoropyridine-2-carboxylic acid